FC(C12CC(C1)(C2)CC(=O)N)(F)F (3-(trifluoromethyl)bicyclo[1.1.1]pentan-1-yl)acetamide